tert-butyl 5-(6-nitropyridin-3-yl)hexahydropyrrolo[3,4-c]pyrrole-2(1H)-carboxylate [N+](=O)([O-])C1=CC=C(C=N1)N1CC2C(C1)CN(C2)C(=O)OC(C)(C)C